2-chloro-N-(6-(3,3-dimethylbutyl)-6-azaspiro[2.5]oct-1-yl)-5-(trifluoromethyl)benzamide ClC1=C(C(=O)NC2CC23CCN(CC3)CCC(C)(C)C)C=C(C=C1)C(F)(F)F